2-phenoxyhexaethyleneglycol acrylat C(C=C)(=O)O.O(C1=CC=CC=C1)C(CO)OCCOCCOCCOCCOCCO